FC(N1C=NC2=C1C=NC=C2C2=C(N=C(C(=N2)C(=O)N)NC2=CC=C(C=C2)N2CCOCC2)NC)F 6-[3-(Difluoromethyl)imidazo[4,5-c]pyridin-7-yl]-5-(methylamino)-3-(4-morpholinoanilino)pyrazin-2-carboxamid